(1S,2S)-N-(4-((3-((difluoromethyl)sulfonyl)pyridin-2-yl)amino)-5-propionylpyridin-2-yl)-2-methylcyclopropane-1-carboxamide FC(S(=O)(=O)C=1C(=NC=CC1)NC1=CC(=NC=C1C(CC)=O)NC(=O)[C@@H]1[C@H](C1)C)F